COC(=O)N1[C@H](CCC2=C3C(=CC=C12)N(C(=N3)CC3CCC(CC3)OC)C3CCCCC3)C (1R,3R)-3-((S)-6-(Methoxycarbonyl)-2-(((1r,4R)-4-methoxycyclohexyl)methyl)-7-methyl-6,7,8,9-tetrahydro-3H-imidazo[4,5-f]chinolin-3-yl)cyclohexan